methyl ((1,2-bis(3-chlorophenyl)ethoxy)carbonyl)-L-leucinate ClC=1C=C(C=CC1)C(CC1=CC(=CC=C1)Cl)OC(=O)N[C@@H](CC(C)C)C(=O)OC